C(C)(C)C1=C(N=NN1C1=CC=C(C=C1)C)C(=O)O 5-isopropyl-1-(p-tolyl)-1H-1,2,3-triazole-4-carboxylic acid